ClC1=C(OC2(CC2)C(=O)NC2CCN3CCCC23)C=CC=C1 1-(2-chlorophenoxy)-N-(hexahydro-1H-pyrrolizin-1-yl)cyclopropane-1-carboxamide